2-((5-bromo-2-ethyl-7-methylpyrazolo[1,5-a]pyridin-3-yl)(methyl)amino)-4-(4-fluorophenyl)thiazole-5-carbonitrile BrC1=CC=2N(C(=C1)C)N=C(C2N(C=2SC(=C(N2)C2=CC=C(C=C2)F)C#N)C)CC